2-(5-((tert-butyldiphenylsilyl)oxy)pentyl)-cycloprop-2-en-1-carboxylic acid ethyl ester C(C)OC(=O)C1C(=C1)CCCCCO[Si](C1=CC=CC=C1)(C1=CC=CC=C1)C(C)(C)C